N-[2-(5-chloro-1,3-benzoxazol-2-yl)-2-azaspiro[3.5]nonan-7-yl]-5-(trifluoromethyl)furan-2-carboxamide ClC=1C=CC2=C(N=C(O2)N2CC3(C2)CCC(CC3)NC(=O)C=3OC(=CC3)C(F)(F)F)C1